C(C)(C)(C)OC(=O)N1CCN(CC1)C1=C(C(N(C2=CC=C(N=C12)C)C)=O)C#N 4-(3-cyano-1,6-dimethyl-2-oxo-1,2-dihydro-1,5-naphthyridin-4-yl)piperazine-1-carboxylic acid tert-butyl ester